C(C)C1=C(NC2=CC=C(C=C12)CNC1=NC(=NC(=N1)NC)NC)C N2-(3-Ethyl-2-methyl-1H-indol-5-ylmethyl)-N4,N6-dimethyl-1,3,5-triazine-2,4,6-triamine